Trans-5-ethyl-3-(4-fluorophenyl)-5-p-tolylpiperidin-2-one C(C)[C@@]1(C[C@@H](C(NC1)=O)C1=CC=C(C=C1)F)C1=CC=C(C=C1)C